(R)-2-methyl-2-(4-methyl-5-(4-(pyrazolo[1,5-a]pyridin-2-yl)-4,5,6,7-tetrahydro-1H-imidazo[4,5-c]pyridine-5-carbonyl)oxazol-2-yl)propanenitrile CC(C#N)(C)C=1OC(=C(N1)C)C(=O)N1[C@H](C2=C(CC1)NC=N2)C2=NN1C(C=CC=C1)=C2